N-alpha-(9-fluorenylmethoxycarbonyl)-L-lysine C1=CC=C2C(=C1)C(C3=CC=CC=C32)COC(=O)N[C@@H](CCCCN)C(=O)O